1-bromo-2,3,3,3-tetrafluoroprop-1-ene BrC=C(C(F)(F)F)F